ClC=1C=C(C=CC1F)NC1=NC(=NC(=C1)N1CC2(C1)CNC2)S(=O)(=O)C N-(3-chloro-4-fluorophenyl)-2-(methylsulfonyl)-6-(2,6-diazaspiro[3.3]heptan-2-yl)pyrimidin-4-amine